copper octafluorophthalate FC1(C(C(C(C(C(=O)[O-])(C1)F)(C(=O)[O-])F)(F)F)(F)F)F.[Cu+2]